((R)-1-amino-8-azaspiro[4.5]decan-8-yl)-6-(2,3-dichlorophenyl)-5-methyl-N-(tetrahydrofuran-3-yl)pyrazine-2-carboxamide N[C@@H]1CCCC12CCN(CC2)C=2C(=NC(=C(N2)C)C2=C(C(=CC=C2)Cl)Cl)C(=O)NC2COCC2